(R)-N-(1-(3-amino-2-methylphenyl)propan-2-yl)-1-fluorocyclopropane-1-carboxamide NC=1C(=C(C=CC1)C[C@@H](C)NC(=O)C1(CC1)F)C